ClC1=CC2=C(C=N1)N=C(N2)SC(C(=O)NC2=CC(=C(C=C2)OC)OC)C 2-((6-chloro-1H-imidazo[4,5-c]pyridin-2-yl)thio)-N-(3,4-dimethoxyphenyl)propanamide